O=C(CCCCCCCCC(=O)O)C 10-OXOUNDECANOIC ACID